bromodiformyl-triphenylamine BrC1=C(C(=C(C=C1)N(C1=CC=CC=C1)C1=CC=CC=C1)C=O)C=O